C(C)(C)(C)OC(=O)N1[C@H](C[C@H](C1)O)C(=O)O (2R,4R)-1-(tert-butoxycarbonyl)-4-hydroxypyrrolidine-2-carboxylic acid